5-octyl-2-norbornene C(CCCCCCC)C1C2C=CC(C1)C2